4-ethynyl-2-methyl-3,5,6-trifluorobenzyl (1R)-trans-3-(2,2-difluoro-1-ethenyl)-2,2-dimethylcyclopropanecarboxylate FC(=C[C@H]1C([C@@H]1C(=O)OCC1=C(C(=C(C(=C1F)F)C#C)F)C)(C)C)F